C(C)(C)C1=C(C=CC=C1)C1N(CC(N(C1)CC1=CC=C(C=C1)OC)C)C1CC2(C1)CCNCC2 2-(2-(2-isopropylphenyl)-4-(4-methoxybenzyl)-5-methylpiperazin-1-yl)-7-azaspiro[3.5]nonane